C1(C(C(C(C=C1)=O)=O)=O)=O benzenedi-quinone